ClC1=C(OCC=2C=C(C=CC2)[C@@H](C2CCN(CC2)C(=O)OC(C)(C)C)OC)C=CC(=C1)Cl tert-Butyl (R)-4-((3-((2,4-dichlorophenoxy)methyl)phenyl)(methoxy)methyl)piperidine-1-carboxylate